3-n-Butyl-5-isobutyl-1-tert-butyl-4-hydroxy-pyrazol C(CCC)C1=NN(C(=C1O)CC(C)C)C(C)(C)C